OC(CCCCCCCCCCCCC)S(=O)(=O)[O-].[Na+] Sodium hydroxytetradecanesulfonate